N-(5-fluoro-2-methanesulfonylphenyl)pyridine-3-carboxamide FC=1C=CC(=C(C1)NC(=O)C=1C=NC=CC1)S(=O)(=O)C